[Br-].C(CCCCC)[N+]1=CC=CC=C1 1-hexylpyridinium bromide